astatine-astatine oxide [At]=O.[At]